O1CCN(CC1)C=1C2=C(N=C(N1)N/N=C/C=1C=C(C=CC1)C)SC(=C2)C(=O)NC2COC2 4-morpholino-2-[(2E)-2-(m-tolylmethylene)hydrazino]-N-(oxetan-3-yl)thieno[2,3-d]pyrimidine-6-carboxamide